N-octadecyl-N,N-dimethyl-3-ammonio-1-propanesulfonic acid C(CCCCCCCCCCCCCCCCC)[N+](CCCS(=O)(=O)O)(C)C